[2-Fluoro-3-(4,4,5,5-tetramethyl-[1,3,2]dioxaborolan-2-yl)-phenyl]-carbamic Acid Tert-Butyl Ester C(C)(C)(C)OC(NC1=C(C(=CC=C1)B1OC(C(O1)(C)C)(C)C)F)=O